COC1=CC=C(C=C1)CN1C(C2=CC=CC(=C2C1)NC(C)=O)=O N-{2-[(4-methoxyphenyl)methyl]-1-oxo-2,3-dihydro-1H-isoindol-4-yl}acetamide